(S)-1-(1-(3-chlorophenyl)-2-hydroxyethyl)-3-(1-(2-(cyclopropylamino)-5-fluoropyrimidin-4-yl)-1H-pyrazol-4-yl)urea ClC=1C=C(C=CC1)[C@@H](CO)NC(=O)NC=1C=NN(C1)C1=NC(=NC=C1F)NC1CC1